NC1=NC=C(C2=C1C(=C(S2)C2=C(C=C(C=C2)NC(C(=C)C)=O)CF)C2=CC(=C(C=C2)OC2=NC=CC(=N2)C)F)C=2C=NN(C2)C N-(4-(4-amino-3-(3-fluoro-4-((4-methylpyrimidin-2-yl)oxy)phenyl)-7-(1-methyl-1H-pyrazol-4-yl)thieno[3,2-c]pyridin-2-yl)-3-(fluoromethyl)phenyl)methacrylamide